P(=O)([O-])(O)O.C(C(=O)O)(=O)F.[Li+] lithium fluoro-oxalate phosphate salt